[Sn].[In].[Ga] gallium-indium tin